2-Sulfapyridine C1=CC=NC(=C1)NS(=O)(=O)C2=CC=C(C=C2)N